2-ethyl-6-(2-fluorophenyl)-2H-indazole C(C)N1N=C2C=C(C=CC2=C1)C1=C(C=CC=C1)F